O[C@H]1[C@@H](O)[C@H](O)[C@@H](O)[C@@H](O1)C(=O)O α-L-glucuronic acid